[O+2].[Re+7] rhenium (VII) oxygen